BrC1=CC2=NC(=C3C(=C2S1)N(C(=N3)CCCC)CC3CCOCC3)NC(C)(C)C 7-Bromo-N-(tert-butyl)-2-butyl-1-((tetrahydro-2H-pyran-4-yl)methyl)-1H-imidazo[4,5-d]thieno[3,2-b]pyridin-4-amine